2-(4-chloro-3-fluorophenoxy)-N-(3-{[6-(trifluoromethyl)pyridin-3-yl]amino}bicyclo[1.1.1]pent-1-yl)acetamide ClC1=C(C=C(OCC(=O)NC23CC(C2)(C3)NC=3C=NC(=CC3)C(F)(F)F)C=C1)F